3,9-bis-(2,4-di-tert-butylphenoxy)-2,4,8,10-tetraoxa-3,9-diphosphospiro[5.5]undecane C(C)(C)(C)C1=C(OC2(OCC3(CO2)COC(OC3)(P(=O)=O)OC3=C(C=C(C=C3)C(C)(C)C)C(C)(C)C)P(=O)=O)C=CC(=C1)C(C)(C)C